methyl (S)-2-amino-2-cyclohexylacetate hydrochloride Cl.N[C@H](C(=O)OC)C1CCCCC1